C1(CC1)OC1CCC(CC1)NC1=NC=C(C(=N1)NC1(CCCC1)CC)C(=O)N 2-((1r,4r)-4-cyclopropoxycyclohexylamino)-4-(1-ethylcyclopentylamino)pyrimidine-5-carboxamide